C1(CC1)C#CC(C(F)(F)F)(O)C1=C(C=C(C(=C1)F)C=C)NC(OC(C)(C)C)=O tert-butyl (2-(4-cyclopropyl-1,1,1-trifluoro-2-hydroxybut-3-yn-2-yl)-4-fluoro-5-vinylphenyl)carbamate